NCCO 2-aminoethan-1-ol